C1OCCC12CCN(CC2)CCCOC=2C(=C(C=CC2)C2=C(C(=CC=C2)COC2=CC(=C(CN1[C@@H](CCCC1)C(=O)O)C=C2Cl)OCC=2C=NC=CC2)C)C (S)-1-(4-((3'-(3-(2-oxa-8-azaspiro[4.5]decan-8-yl)propoxy)-2,2'-dimethyl-[1,1'-biphenyl]-3-yl)methoxy)-5-chloro-2-(pyridin-3-ylmethoxy)benzyl)piperidine-2-carboxylic acid